(S)-1'-(5-((2,3-dichlorophenyl)thio)thiazolo[5,4-d]thiazol-2-yl)-1,3-dihydrospiro[indene-2,4'-piperidin]-1-amine ClC1=C(C=CC=C1Cl)SC=1SC2=C(N1)SC(=N2)N2CCC1(CC2)[C@@H](C2=CC=CC=C2C1)N